ClC=1C=C(C=CC1OC1CC1)[C@H]([C@@H](CN1CCCC1)NC(=O)[C@@H]1CN(CC1)C1=NC=CC=C1)O (S)-N-((1R,2R)-1-(3-chloro-4-cyclopropoxyphenyl)-1-hydroxy-3-(pyrrolidin-1-yl)propan-2-yl)-1-(pyridin-2-yl)pyrrolidine-3-carboxamide